N-(4,5-Dimethoxy-2-((4-((((1-methyl-1H-indazol-5-yl)methyl)(3-(thiazol-5-yl)benzyl)amino)methyl)benzyl)carbamoyl)phenyl)-4-oxo-4H-chromene-2-carboxamide COC1=CC(=C(C=C1OC)NC(=O)C=1OC2=CC=CC=C2C(C1)=O)C(NCC1=CC=C(C=C1)CN(CC1=CC(=CC=C1)C1=CN=CS1)CC=1C=C2C=NN(C2=CC1)C)=O